7-Cyclopropyl-1-(imidazo[1,2-a]pyridin-5-yl)quinazoline-2,4(1H,3H)-dione C1(CC1)C1=CC=C2C(NC(N(C2=C1)C1=CC=CC=2N1C=CN2)=O)=O